O1CCC(CC1)N1C=C(C=2C1=CN=CC2)C2=CC(=NC=C2)C#CC2CCN(CC2)C(=O)OC(C)(C)C tert-butyl 4-((4-(1-(tetrahydro-2H-pyran-4-yl)-1H-pyrrolo[2,3-c]pyridin-3-yl)pyridin-2-yl)ethynyl)piperidine-1-carboxylate